4-(((2-azaspiro[3.3]heptan-2-yl)sulfonyl)carbamoyl)-5-ethoxy-2-fluorobenzoic acid C1N(CC12CCC2)S(=O)(=O)NC(=O)C2=CC(=C(C(=O)O)C=C2OCC)F